2-(3-(difluoromethyl)-1H-indazol-1-yl)-N-(trans-4-(5-(methoxymethyl)-1,3,4-oxadiazol-2-yl)cyclohexyl)pyrimidine-5-carboxamide FC(C1=NN(C2=CC=CC=C12)C1=NC=C(C=N1)C(=O)N[C@@H]1CC[C@H](CC1)C=1OC(=NN1)COC)F